3-(3-{7-[(2R)-2-hydroxy-2-(4-hydroxy-3-hydroxymethyl-phenyl)-ethylamino]-heptyloxy}-propyl)-benzenesulfonamide O[C@@H](CNCCCCCCCOCCCC=1C=C(C=CC1)S(=O)(=O)N)C1=CC(=C(C=C1)O)CO